C(C)(C)(C)[S@@](=O)N=C1C2=CC(=C(C=C2CC12CCN(CC2)C(=O)OC(C)(C)C)OC)F tert-butyl (R)-1-((tert-butylsulfinyl)imino)-6-fluoro-5-methoxy-1,3-dihydrospiro[indene-2,4'-piperidine]-1'-carboxylate